4-(3-(4-chloro-3-(2,2-difluoroethyl)-1H-pyrrolo[2,3-b]pyridin-5-yl)phenyl)-3-oxopiperazine-1-carboxylic acid ClC1=C2C(=NC=C1C=1C=C(C=CC1)N1C(CN(CC1)C(=O)O)=O)NC=C2CC(F)F